COC1=NC=CC(=N1)C(=O)N1CC2(C1)C=C(C(C(C2)(C)C)=O)C#N 2-(2-methoxypyrimidine-4-carbonyl)-8,8-dimethyl-7-oxo-2-azaspiro[3.5]non-5-ene-6-carbonitrile